(4-isopropylphenyl)(cyclobutyl)methylene(cyclopentadienyl)(2,7-di-tert-butylfluoren-9-yl)zirconium dichloride [Cl-].[Cl-].C(C)(C)C1=CC=C(C=C1)C(=[Zr+2](C1C2=CC(=CC=C2C=2C=CC(=CC12)C(C)(C)C)C(C)(C)C)C1C=CC=C1)C1CCC1